CN1C(=CC2=C(C=CC(=C12)F)NC1=CC(=C(C=C1)F)Cl)C(=O)O 1-methyl-4-((3-chloro-4-fluorophenyl)amino)-7-fluoro-1H-indole-2-carboxylic acid